4,5,6,7-Tetrahydroisobenzofuran-1,3-dione C1(OC(C=2CCCCC12)=O)=O